[Si](C)(C)(C(C)(C)C)OC1=C(CC2=C(C=CC=C2)C(C#N)O)C=CC=C1 2-(2-(2-((tert-butyldimethylsilyl)oxy)benzyl)phenyl)-2-hydroxyacetonitrile